(Z)-8-Dodecen CCCCCCC\C=C/CCC